CN1CCN(CC1)C1=C(C(=O)NCCCN2C(=NC=C2)[N+](=O)[O-])C=CC=C1 2-(4-methylpiperazin-1-yl)N-(3-(2-nitro-1H-imidazol-1-yl)propyl)benzamide